N-(1,1-dimethoxyprop-2-yl)-1H-imidazole-1-carboxamide COC(C(C)NC(=O)N1C=NC=C1)OC